O=C([C@@H](O)[C@@H]1[C@H](O)[C@H](O)C(=O)O1)O mannaro-6,3-lactone